NCCNC1CCN(CC1)C1=CC=CC(=N1)N1C=CC2=CC=CC(=C12)C N-(6-(4-((2-aminoethyl)amino)piperidin-1-yl)pyridin-2-yl)-7-methyl-1H-indole